(S)-2-(1-(2-(1H-indol-3-yl)ethyl)-7-ethoxy-6-meth-oxy-3,4-dihydroisoquinoline-2(1H)-yl)acetamide N1C=C(C2=CC=CC=C12)CC[C@@H]1N(CCC2=CC(=C(C=C12)OCC)OC)CC(=O)N